CC1CCCC(C1)C(=O)N 5-methylcyclohexane-1-carboxamide